O=C1NC(CCC1N1C(C2=CC=CC(=C2C1=O)SCC(=O)N1CCCCC1)=O)=O 1-(2-((2-(2,6-dioxopiperidin-3-yl)-1,3-dioxoisoindolin-4-yl)thio)acetyl)piperidin